C(C(O)CC(=O)[O-])(=O)[O-].[Ag+2] mono-silver malate